2-[(8-{3-[(4-methanesulfonylpiperazin-1-yl)methyl]phenyl}-3-oxo-1H,2H,3H-benzo[e]isoindol-2-yl)methyl]prop-2-enamide CS(=O)(=O)N1CCN(CC1)CC=1C=C(C=CC1)C=1C=CC2=C(C=3CN(C(C3C=C2)=O)CC(C(=O)N)=C)C1